FC=1C=C(C=C2C(N(C(NC12)=O)C1=CN=CC2=CC=CC=C12)=O)C(F)(F)F 8-fluoro-3-(isoquinolin-4-yl)-6-(trifluoromethyl)quinazoline-2,4(1H,3H)-dione